methyl 2-formylpent-4-enoate C(=O)C(C(=O)OC)CC=C